2-(((6-(4-((6-isobutoxypyrazin-2-yl)amino)-3-methylisoxazol-5-yl)pyridin-3-yl)oxy)methyl)cyclohexane-1-carboxylic acid C(C(C)C)OC1=CN=CC(=N1)NC=1C(=NOC1C1=CC=C(C=N1)OCC1C(CCCC1)C(=O)O)C